C(C1=CC=CC=C1)N1[C@@H](CC(C[C@@H]1C)=O)C |r| (rac)-(2R,6S)-1-benzyl-2,6-dimethylpiperidin-4-one